2-amino-N-{bicyclo[1.1.1]pentan-1-yl}-3-ethoxypropanamide hydrochloride Cl.NC(C(=O)NC12CC(C1)C2)COCC